S(=O)(=O)(O)C1=CC=C(C)C=C1.CN1CCCCC1 N-methylpiperidine tosylate